(1aR,5aR)-2-(3,5-Difluoro-pyridin-2-yl)-1a,2,5,5a-tetrahydro-1H-2,3-diaza-cyclopropa[a]pentalene-4-carboxylic acid ((S)-1-hydroxymethyl-2,2-dimethylpropyl)-amide OC[C@H](C(C)(C)C)NC(=O)C=1C=2C[C@@H]3[C@H](C2N(N1)C1=NC=C(C=C1F)F)C3